C(C1=CC=CC=C1)(C1=CC=CC=C1)N1CCN(CC1)C1=CC(=C(C(=O)NS(=O)(=O)C2=CC(=C(C=C2)NCC2CCOCC2)[N+](=O)[O-])C=C1)OC=1C=C2C(=NC1)NC=C2 4-(4-benzhydrylpiperazin-1-yl)-N-[3-nitro-4-(tetrahydropyran-4-ylmethylamino)phenyl]sulfonyl-2-(1H-pyrrolo[2,3-b]pyridin-5-yloxy)benzamide